6-chloro-7-(2-fluorophenyl)-1-(2-isopropyl-4-methylpyridin-3-yl)-4-((S)-2-methyl-4-((2S,3R)-3-methyloxirane-2-carbonyl)piperazin-1-yl)pyrido[2,3-d]pyrimidin-2(1H)-one ClC1=CC2=C(N(C(N=C2N2[C@H](CN(CC2)C(=O)[C@H]2O[C@@H]2C)C)=O)C=2C(=NC=CC2C)C(C)C)N=C1C1=C(C=CC=C1)F